COC1=CC=C(C=C1)C=1C=CC=2N(C1)C(=NN2)NC2=CC(=C(C(=C2)OC)OC)OC 6-(4-methoxyphenyl)-N-(3,4,5-trimethoxyphenyl)-[1,2,4]triazolo[4,3-a]pyridin-3-amine